(±)-benzyl (trans)-4-hydroxy-2-(4-(methoxycarbonyl)phenyl)piperidine-1-carboxylate O[C@H]1C[C@@H](N(CC1)C(=O)OCC1=CC=CC=C1)C1=CC=C(C=C1)C(=O)OC |r|